5'-methyl-4-pentyl-3-(1H-pyrazol-4-yl)-1',2',3',4'-tetrahydro-[1,1'-biphenyl]-2,6-diol CC=1CCCC(C1)C=1C(=C(C(=CC1O)CCCCC)C=1C=NNC1)O